C(C)(C)(C)NC(C(C)O)O t-butylamino-1,2-propanediol